N-((R)-1-(4-(ethylsulfonyl)phenyl)-2-hydroxyethyl)-4-(1-(4-(trifluoromethyl)benzyl)piperidin-2-yl)benzamide C(C)S(=O)(=O)C1=CC=C(C=C1)[C@H](CO)NC(C1=CC=C(C=C1)C1N(CCCC1)CC1=CC=C(C=C1)C(F)(F)F)=O